C(C1=CC=CC=C1)OC(=O)N1CCC(CC1)N1C[C@@H](CCC1)COCC1(CC1)C(F)F.Cl.Cl.FC(C1(CC1)COC[C@H]1CN(CCC1)C1CCNCC1)F |r| rac-3-({[1-(Difluoromethyl)cyclopropyl]methoxy}methyl)-1,4'-bipiperidine dihydrochloride rac-Benzyl-3-({[1-(difluoromethyl)cyclopropyl]methoxy}methyl)[1,4'-bipiperidine]-1'-carboxylate